((1S,2R)-2-(((benzyloxy)carbonyl)amino)cyclobutyl)methyl (S)-1-(4-fluorophenyl)-3,4-dihydroisoquinoline-2(1H)-carboxylate FC1=CC=C(C=C1)[C@@H]1N(CCC2=CC=CC=C12)C(=O)OC[C@@H]1[C@@H](CC1)NC(=O)OCC1=CC=CC=C1